2-(4-(carboxymethyl)-2,5-dihydroxybenzoylamino)-5-hydroxybenzoic acid C(=O)(O)CC1=CC(=C(C(=O)NC2=C(C(=O)O)C=C(C=C2)O)C=C1O)O